O=C1NC(CCC1N1C(C2=CC=CC(=C2C1)/C=C/[C@H](C)C=1C(=NC=CC1)C(=O)N)=O)=O ((2S,E)-4-(2-(2,6-dioxopiperidin-3-yl)-1-oxoisoindolin-4-yl)but-3-en-2-yl)picolinamide